2-fluoro-5-(4-(3-(8-fluoro-1-oxo-1,2-dihydroisoquinolin-3-yl)propanoyl)piperazin-1-yl)benzonitrile FC1=C(C#N)C=C(C=C1)N1CCN(CC1)C(CCC=1NC(C2=C(C=CC=C2C1)F)=O)=O